CN(C1=CC=C(C=C1)OC#N)C1=CC=2CC3=CC=C(C=C3C2C(=C1)N(C1=CC=C(C=C1)OC#N)C)N(C1=CC=CC=C1)C 2,4-bis(N-methyl-4-cyanatoanilino)-6-(N-methylanilino)fluorene